[OH-].[Li+].[Pb+2].[OH-].[OH-] lead lithium hydroxide